Butyl 3-{[3-{6-[4-fluoro-2-[3-fluoro-5-(methylsulfanyl)phenyl]pyrrolidin-1-yl]imidazo[1,2-b]pyridazine-3-amido}pyrrolidin-1-yl]methyl}benzoate FC1CC(N(C1)C=1C=CC=2N(N1)C(=CN2)C(=O)NC2CN(CC2)CC=2C=C(C(=O)OCCCC)C=CC2)C2=CC(=CC(=C2)SC)F